6-methyl-2-oxo-1-phenyl-1,2-dihydropyridine-3-carboxamide CC1=CC=C(C(N1C1=CC=CC=C1)=O)C(=O)N